OC1=C(C(=O)C2=C(C=CC=C2)Br)C=C(C=C1)Br 2-hydroxy-5,2'-dibromobenzophenone